C(CCCCC)C(C(=O)O)CC.C(CCC)(=O)OCCCCCC hexyl butyrate (hexyl butyrate)